diamino-N-methyldipropylamine NC(CC)(N(C)CCC)N